2-{[(3,6-dichloro-5-methylpyridazin-4-yl)methyl][4-methoxyphenyl]amino}ethan-1-ol ClC=1N=NC(=C(C1CN(CCO)C1=CC=C(C=C1)OC)C)Cl